tert-butyl ((3R,5R)-5-fluoropiperidin-3-yl)carbamate F[C@@H]1C[C@H](CNC1)NC(OC(C)(C)C)=O